3-(8-amino-1-oxoisoquinolin-2(1H)-yl)piperidine-2,6-dione NC=1C=CC=C2C=CN(C(C12)=O)C1C(NC(CC1)=O)=O